C(C)(C)(C)OC(=O)N1N=CC(=C1)C1=C(C=CC(=C1)C(F)(F)F)CC1CCN(CC1)C(=O)OC(C)(C)C tert-Butyl 4-[[2-(1-tert-butoxycarbonylpyrazol-4-yl)-4-(trifluoromethyl) phenyl]methyl]piperidine-1-carboxylate